(E)-N-(4-chlorophenyl)-4-((2-isonicotinoyl-hydrazono)methyl)benzamide ClC1=CC=C(C=C1)NC(C1=CC=C(C=C1)/C=N/NC(C1=CC=NC=C1)=O)=O